4-bromo-6-((1-hydroxythiabutyn-3-yl)methoxy)pyrazolo[1,5-a]pyridine-3-carbonitrile BrC=1C=2N(C=C(C1)OCC(C#SO)C)N=CC2C#N